methyl 2-propiolamido-4,5-dipropoxybenzoate C(C#C)(=O)NC1=C(C(=O)OC)C=C(C(=C1)OCCC)OCCC